BrC=1C=CC=C2C(C=CNC12)=O 8-bromo-1,4-dihydroquinolin-4-one